Trans-2-((8-butyl-1-oxaspiro[4.5]dec-2-yl)oxy)ethan-1-ol C(CCC)C1CCC2(CCC(O2)OCCO)CC1